6-[3-(5-chloro-2-fluoro-phenyl)-1H-pyrazol-4-yl]-N-(2-pyrrolidin-1-ylethyl)-1,5-naphthyridin-3-amine ClC=1C=CC(=C(C1)C1=NNC=C1C=1N=C2C=C(C=NC2=CC1)NCCN1CCCC1)F